C(#N)CNC(C1=C(C=C(C=C1)C1=NC(=NC=C1C(F)F)NC=1C=NN(C1)C1CC1)F)=O N-(cyanomethyl)-4-(2-((1-cyclopropyl-1H-pyrazol-4-yl)amino)-5-(difluoromethyl)pyrimidin-4-yl)-2-fluorobenzamide